N1=C(C=CC=C1)N1NN=C(C=N1)C1=NC=CC=C1 3,6-di(pyridin-2-yl)tetrazine